C1(CC1)C=1OC=C(N1)C1=CC(=NC=C1)N(C(=O)C1CCC(CC1)O)CC1CCC(CC1)C1=NC(=C(C=C1)OC)C N-(4-(2-Cyclopropyloxazol-4-yl)pyridin-2-yl)-4-hydroxy-N-((4-(5-methoxy-6-methylpyridin-2-yl)cyclohexyl)methyl)cyclohexane-carboxamide